(S)-2-(1-Isopropyl-7-methyl-4-oxo-1,4-dihydro-5H-pyrazolo[3,4-d]pyridazin-5-yl)-N-(1-(4-(trifluoromethyl)phenyl)ethyl)acetamid C(C)(C)N1N=CC2=C1C(=NN(C2=O)CC(=O)N[C@@H](C)C2=CC=C(C=C2)C(F)(F)F)C